6-chlorobiphenyl-3-boronic acid ClC1=CC=C(C=C1C1=CC=CC=C1)B(O)O